((2R,3R,5S)-6-allyl-6-hydroxy-2,5-dimethyltetrahydro-2H-pyran-3-yl)carbamic acid tert-butyl ester C(C)(C)(C)OC(N[C@H]1[C@H](OC([C@H](C1)C)(O)CC=C)C)=O